3-Benzyloxy-2-(dimethylamino)propane-1-thiol C(C1=CC=CC=C1)OCC(CS)N(C)C